N-(3-cyano-4-methyl-1H-indol-7-yl)-1-[(1R,2R)-2-hydroxy-1-methyl-propyl]pyrazole-4-sulfonamide C(#N)C1=CNC2=C(C=CC(=C12)C)NS(=O)(=O)C=1C=NN(C1)[C@@H]([C@@H](C)O)C